The molecule is a 2-oxo monocarboxylic acid that is pentanoic acid (valeric acid) substituted with a keto group at C-2 and a methyl group at C-4. A metabolite that has been found to accumulate in maple syrup urine disease. It has a role as a human metabolite and an algal metabolite. It derives from a valeric acid. It is a conjugate acid of a 4-methyl-2-oxopentanoate. CC(C)CC(=O)C(=O)O